tert-Butyl (E)-3-acetamido-5-(3-methyl-3-(1-(2,2,2-trifluoroethyl)piperidin-4-yl)but-1-en-1-yl)-1H-indole-1-carboxylate C(C)(=O)NC1=CN(C2=CC=C(C=C12)\C=C\C(C)(C1CCN(CC1)CC(F)(F)F)C)C(=O)OC(C)(C)C